C(C)(C)(C)OC(=O)N1CC2(CC2)[C@@H]([C@@H]1CC1=C(C(=CC=C1)Br)F)N (6s,7s)-7-amino-6-[[2-fluoro-3-bromo-phenyl]methyl]-5-azaspiro[2.4]heptane-5-carboxylic acid tert-butyl ester